N-(3-(6-(difluoromethoxy)-2,4-dihydrospiro[benzo[b][1,4]oxazin-3,3'-oxetan]-7-yl)-1-methyl-1H-pyrazol-4-yl)pyrazolo[1,5-a]pyrimidine-3-carboxamide FC(OC1=CC2=C(OCC3(COC3)N2)C=C1C1=NN(C=C1NC(=O)C=1C=NN2C1N=CC=C2)C)F